C(C)(C)(C)OOC(CCCCCC(C)(C)C)=O tert-butylperoxyneodecaneate